CNC=1C=C(C=CC1)C1N(CCCC1)C(C(=O)NC=1C=C(C=NC1)C(=O)N)=O 5-[[2-[2-[3-(methylamino)phenyl]-1-piperidyl]-2-oxo-acetyl]amino]pyridine-3-carboxamide